2-phenyl-N-(quinolin-8-yl)pent-4-enamide C1(=CC=CC=C1)C(C(=O)NC=1C=CC=C2C=CC=NC12)CC=C